C(C\C=C/CC)CC(=O)O.C(C)(=O)O acetate ((Z)-3-Hexen-1-yl acetate)